methyl 4-(4-fluoro-5-hydroxy-6-methoxybenzothien-2-yl)-4-oxobutanoate FC1=C(C(=CC2=C1C=C(S2)C(CCC(=O)OC)=O)OC)O